7-(4-(tert-butyl)naphthalen-2-yl)-3-methyl-2-(triphenylsilyl)thieno[2,3-c]pyridine C(C)(C)(C)C1=CC(=CC2=CC=CC=C12)C=1N=CC=C2C1SC(=C2C)[Si](C2=CC=CC=C2)(C2=CC=CC=C2)C2=CC=CC=C2